FC=1C(=C(C=O)C=CC1F)C 3,4-DIFLUORO-2-METHYLBENZALDEHYDE